(S)-4-(4-chloro-3,5-difluoro-1H-indole-2-carbonyl)-N-methylpiperazine-2-carboxamide ClC1=C2C(=C(NC2=CC=C1F)C(=O)N1C[C@H](NCC1)C(=O)NC)F